COC1=NC=C(C=C1N)B1OC(C(O1)(C)C)(C)C 2-methoxy-5-(4,4,5,5-tetramethyl-1,3,2-dioxaborolan-2-yl)pyridin-3-amine